octadecyl 3-((4-((2-(dimethylamino)ethyl)amino)-3-(2-hexyldecanamido)-4-oxobutyl)thio)propanoate CN(CCNC(C(CCSCCC(=O)OCCCCCCCCCCCCCCCCCC)NC(C(CCCCCCCC)CCCCCC)=O)=O)C